BrC=1C(=C(C(=CC1)F)NC(=O)C1=NNC=C1F)F N-(3-bromo-2,6-difluorophenyl)-4-fluoro-1H-pyrazole-3-carboxamide